C(C)N(CC)C1=C(C(=O)[O-])C=CC=C1 diethylaminobenzoate